Trimyristyl-Glycerine C(CCCCCCCCCCCCC)C(C(O)(CCCCCCCCCCCCCC)CCCCCCCCCCCCCC)(O)CO